FC=1C=C2CN(CC2=CC1)C(CNC12CC3(C[C@@H](C[C@H](C1)C3)C2)NC(C2=CN=C(C=C2)C=2SC=CC2)=O)=O N-((1s,3r,5R,7S)-3-((2-(5-fluoroisoindolin-2-yl)-2-oxoethyl)amino)adamantan-1-yl)-6-(thiophen-2-yl)nicotinamide